C(CCCCCCC\C=C/CCCCCCCC)OCC(CN(C)C)OCCCCCCCC\C=C/CCCCCCCC 1,2-dioleyloxy-3-dimethylamino-propane